N-(2-((2-((1H-indazol-6-yl)amino)-5-cyclopropylpyrimidin-4-yl)amino)phenyl)methylsulfonamide N1N=CC2=CC=C(C=C12)NC1=NC=C(C(=N1)NC1=C(C=CC=C1)CNS(=O)=O)C1CC1